1-[4-(2-aminoethyl)phenyl]ethanone hydrochloride Cl.NCCC1=CC=C(C=C1)C(C)=O